behenyl β-(3,5-di-tert-butyl-4-hydroxyphenyl)propionate C(C)(C)(C)C=1C=C(C=C(C1O)C(C)(C)C)CCC(=O)OCCCCCCCCCCCCCCCCCCCCCC